C(C)(C)(C)C=1C=C(C=C(C1)C(C)(C)C)C1=CC(=CC=C1)NC1=C(C=CC=C1C1=CC=CC=C1)C1=CC=CC=C1 N-(3',5'-di-tert-butyl-[1,1'-biphenyl]-3-yl)-[1,1':3',1''-terphenyl]-2'-amine